4-amino-7-cyclopropyl-1-(4-fluoro-2-methoxypyridin-3-yl)pyrido[2,3-d]pyrimidin-2(1H)-one NC=1C2=C(N(C(N1)=O)C=1C(=NC=CC1F)OC)N=C(C=C2)C2CC2